C(CCCCCCC)C(CC(=O)OCCC(CCCCCCCCCCOC(CCCCCCC)=O)OC(=O)OCCCN(C)C)CCCCCCCC 3-(((3-(dimethylamino)propoxy)carbonyl)oxy)-13-(octanoyloxy)tridecyl 3-octylundecanoate